8-(((S)-1-((2S,4R)-4-hydroxy-2-((4-(4-methylthiazol-5-yl)benzyl)carbamoyl)pyrrolidin-1-yl)-3,3-dimethyl-1-oxobutan-2-yl)amino)-8-oxooctanoic acid O[C@@H]1C[C@H](N(C1)C([C@H](C(C)(C)C)NC(CCCCCCC(=O)O)=O)=O)C(NCC1=CC=C(C=C1)C1=C(N=CS1)C)=O